OC1=CC=C(C=C1)N(C(=O)C=1C=C(N(C1C)C)C1=C(C=C(CNC(OC2=CC=CC=C2)=O)C=C1)C(=O)N1CC2=CC=CC=C2C[C@H]1C)C Phenyl (4-{4-[(4-hydroxyphenyl)(methyl)carbamoyl]-1,5-dimethyl-1H-pyrrol-2-yl}-3-{[(3R)-3-methyl-3,4-dihydroisoquinolin-2(1H)-yl]carbonyl}benzyl)-carbamate